NC1=NC=2C=CC(=CC2C2=C1COC2)C(=O)N(CC)[C@H](C)C2=CC=C(C=C2)C#N 4-amino-N-((1R)-1-(4-cyanophenyl)ethyl)-N-ethyl-1,3-dihydrofuro[3,4-c]quinoline-8-carboxamide